CC(C)CCOC1=CC=C(C=C1)B1OC(C(O1)(C)C)(C)C 2-methyl-4-(4-(4,4,5,5-tetramethyl-1,3,2-dioxaborolan-2-yl)phenoxy)butan